5-Methoxy-N,2,2-trimethyl-N-(1-methyl-1H-indazol-3-yl)-2H-chromene-6-carboxamide COC1=C2C=CC(OC2=CC=C1C(=O)N(C1=NN(C2=CC=CC=C12)C)C)(C)C